5-tert-butyl-2,3-dihydrobenzo[d]isothiazole-3-carboxylic acid methyl ester 1,1-dioxide COC(=O)C1NS(C2=C1C=C(C=C2)C(C)(C)C)(=O)=O